BrC1=CC=C(C=C1)NC=1C(=C2CCN(CC2=CC1)C(C=C)=O)C=1N=CN(C1)C 1-(6-((4-bromophenyl)amino)-5-(1-methyl-1H-imidazol-4-yl)-3,4-dihydroisoquinolin-2(1H)-yl)prop-2-en-1-one